2-[cyano-(2,6-difluoro-4-pyridyl)-amino]-5-methyl-N-spiro[3.4]octan-3-yl-thiazole-4-carboxamide C(#N)N(C=1SC(=C(N1)C(=O)NC1CCC12CCCC2)C)C2=CC(=NC(=C2)F)F